Cl.CN(CCCOC1=NC=C(C=C1NS(=O)(=O)C1=CC=C(C=C1)O)C1=CC=2C3=C(C=NC2C=C1)N(C(C31CCC1)=O)C)C N-(2-(3-(Dimethylamino)propoxy)-5-(3'-methyl-2'-oxo-2',3'-dihydrospiro[cyclobutane-1,1'-pyrrolo[2,3-c]quinolin]-8'-yl)pyridin-3-yl)-4-hydroxybenzenesulfonamide hydrochloride